4-(2-(3-(benzo[d]thiazol-6-yl)benzoylamino)-1-phenyl-1H-imidazol-4-yl)butyric acid S1C=NC2=C1C=C(C=C2)C=2C=C(C(=O)NC=1N(C=C(N1)CCCC(=O)O)C1=CC=CC=C1)C=CC2